C1(=CC=CC=C1)C1(C2=CC=CC=C2C=2C=CC(=CC12)N(C1=CC=2N(C3=CC=CC=C3C2C=C1)C1=CC=CC=C1)C1=CC=CC=C1)C1=CC=CC=C1 N-(9,9-diphenyl-9H-fluoren-2-yl)-N,9-diphenyl-9H-carbazole-2-amine